CC1=C(OC=2C=C(C=CC2)S(=O)(C)=N)C=C(C(=C1)[N+](=O)[O-])C (3-(2,5-dimethyl-4-nitrophenoxy)phenyl)(imino)(methyl)-λ6-sulfanone